FC(C1=CC=C(COC(CC)C2=CC=CC(=N2)CO)C=C1)(F)F {6-[1-{4-trifluoromethyl-benzyloxy}-propyl]-pyridin-2-yl}-methanol